N-(4,4-difluorocyclohexyl)-5-(2-methoxyethoxymethyl)-2-phenyl-1H-indol-7-amine FC1(CCC(CC1)NC=1C=C(C=C2C=C(NC12)C1=CC=CC=C1)COCCOC)F